CCCCCCCCCC/C=C/CC(=O)SCCNC(=O)CCNC(=O)[C@@H](C(C)(C)COP(=O)([O-])OP(=O)([O-])OC[C@@H]1[C@H]([C@H]([C@@H](O1)N2C=NC3=C(N=CN=C32)N)O)OP(=O)([O-])[O-])O The molecule is a monounsaturated fatty acyl-CoA(4-) obtained by deprotonation of phosphate and diphosphate OH groups of (3E)-tetradecenoyl-CoA; major species at pH 7.3. It is a trans-3-enoyl-CoA(4-), a long-chain fatty acyl-CoA(4-) and a monounsaturated fatty acyl-CoA(4-). It is a conjugate base of a (3E)-tetradecenoyl-CoA.